Tin (II) di-(2-ethyl hexanoate) C(C)C(C(=O)[O-])CCCC.C(C)C(C(=O)[O-])CCCC.[Sn+2]